4-(2-iodophenyl)butan-2-amine IC1=C(C=CC=C1)CCC(C)N